C([C@H](CCCCCCCCCCC)O)O (2S)-tridecane-1,2-diol